NC1=C(C(=O)NC23CCC(CC2)(CC3)O)C=C(C=N1)C1=CC3=CN(N=C3C=C1)CCN1CCC(CC1)(F)F 2-Amino-5-(2-(2-(4,4-difluoropiperidin-1-yl)ethyl)-2H-indazol-5-yl)-N-(4-hydroxybicyclo[2.2.2]oct-1-yl)nicotinamide